[N].IC iodomethane nitrogen